6-(1-(1-acetylazepan-4-yl)-1H-pyrazol-4-yl)-4-((2-cyanophenyl)thio)pyrazolo[1,5-a]pyridine-3-carbonitrile C(C)(=O)N1CCC(CCC1)N1N=CC(=C1)C=1C=C(C=2N(C1)N=CC2C#N)SC2=C(C=CC=C2)C#N